Benzene-1,2-dithiol C=1(C(=CC=CC1)S)S